C(#N)C=1N=C(NC1)CN(C(OC(C)(C)C)=O)CC tert-butyl ((4-cyano-1H-imidazol-2-yl)methyl)(ethyl)carbamate